(8Z)-11-(methoxymethoxy)-8-undecenylmagnesium chloride COCOCC\C=C/CCCCCCC[Mg]Cl